fluoro butyl-propyl ether C(CCC)C(CC)OF